C1=CC=CC2C3C=CC=CC3C(C12)COC(=O)N[C@H](C(=O)O)C1CCC(CC1)(F)F (2S)-2-({[(4b,8a,9,9a-tetrahydro-4aH-fluoren-9-yl)methoxy]carbonyl}amino)-2-(4,4-difluorocyclohexyl)acetic acid